FC=1C(=C(C=CC1F)[C@H]1[C@@H](O[C@]([C@H]1C)(C(F)(F)F)C)C=1NC(=C(C(N1)=O)CC(=O)O)C)OC 2-(2-((2R,3S,4S,5R)-3-(3,4-difluoro-2-methoxyphenyl)-4,5-dimethyl-5-(trifluoromethyl)tetrahydrofuran-2-yl)-6-methyl-4-oxo-1,4-dihydropyrimidin-5-yl)acetic acid